C(C)OC=1C=C(C=CC1O)/C=C/C(=O)C1=CC=C(OCC(=O)N(C)C)C=C1 2-[4-[(E)-3-(3-Ethoxy-4-hydroxyphenyl)prop-2-enoyl]phenoxy]-N,N-dimethylacetamide